N1=NN=CC2=C1C=CC=C2 1,2,3-benzotriazin